O1C=C(C(=C1)C(=O)[O-])C(=O)OC methyl 3,4-furandicarboxylate